5-chloro-6-methoxy-3-(methoxymethyl)-3,4-dihydro-1H-isoquinoline-2-carboxylic acid tert-butyl ester C(C)(C)(C)OC(=O)N1CC2=CC=C(C(=C2CC1COC)Cl)OC